1-[4-(4-fluorophenyl)-2-(triazol-2-yl)cyclopentyl]piperidin-3-amine FC1=CC=C(C=C1)C1CC(C(C1)N1CC(CCC1)N)N1N=CC=N1